3-ethyl-5-(4,4,5,5-tetramethyl-1,3,2-dioxaborolan-2-yl)benzo[d]oxazol-2(3H)-one C(C)N1C(OC2=C1C=C(C=C2)B2OC(C(O2)(C)C)(C)C)=O